C(=O)N(CCCCCCN(C1CC(NC(C1)(C)C)(C)C)C=O)C1CC(NC(C1)(C)C)(C)C N,N'-bis-formyl-N,N'-bis(2,2,6,6-tetramethyl-4-piperidyl)hexamethylene-diamine